ClC1=C(C=CC=C1)CN1N=C(C=C1C1=CC(=CC=C1)OCC1COC1)COC(C(=O)OC)(C)C Methyl 2-([1-[(2-chlorophenyl)methyl]-5-[3-(oxetan-3-yl-methoxy)phenyl]-1H-pyrazol-3-yl]methoxy)-2-methylpropanoate